C(C1=CC=CC=C1)C=1C=2N(C=C(N1)C1=CC=CC=C1)C(/C(/N2)=C/C2=CC(=C(OCCCCCCNC(OC(C)(C)C)=O)C=C2)F)=O Tert-butyl (Z)-(6-(4-((8-benzyl-3-oxo-6-phenylimidazo[1,2-a]pyrazin-2(3H)-ylidene)methyl)-2-fluorophenoxy)hexyl)carbamate